5-(4-hydroxyphenyl)dithiol-3-thione OC1=CC=C(C=C1)C1=CC(SS1)=S